CNC1=C2C(=NC=N1)N(C=N2)[C@H]3C[C@@H]([C@H](O3)COP(=O)(O)O)OP(=O)(O)O N6-methyl-2'-deoxyadenosine-3',5'-bisphosphate